NP(O)(O)=O aminophosphonic acid